3-(2',3'-dihydro-1'H-spiro[cyclopropane-1,4'-isoquinoline]-7'-yl)-5-(2-fluoro-6-methylphenyl)-1H-pyrazolo[4,3-c]pyridazin-6(5H)-one C1NCC2(C3=CC=C(C=C13)C1=NNC=3C1=NN(C(C3)=O)C3=C(C=CC=C3C)F)CC2